9-bromo-3-chloro-N-(2-fluoro-2-methyl-propyl)-8,9-dihydro-7H-cyclopenta[H]Isoquinoline-5-sulfonylAmine BrC1CCC=2C=C(C=3C=C(N=CC3C21)Cl)S(=O)(=O)NCC(C)(C)F